diallyl (diisopropylamino) phosphite P(OCC=C)(OCC=C)ON(C(C)C)C(C)C